N-((1,2,3,5,6,7-Hexahydro-s-indacen-4-yl)carbamoyl)-5-(trifluoromethyl)pyridazine-3-sulfonamide, Potassium Salt [K].C1CCC2=C(C=3CCCC3C=C12)NC(=O)NS(=O)(=O)C=1N=NC=C(C1)C(F)(F)F